ClC=1C=C(C=C(C1)Cl)C=1OC2=C(N1)C=CC(=C2)C(=O)NC2C(C2)(F)F 2-(3,5-dichlorophenyl)-N-(2,2-difluorocyclopropyl)benzo[d]-oxazole-6-carboxamide